CC1=CC=C(C=C1)S(=O)(=O)O 4-methyl-phenylsulfonic acid